CN1CCN(CC1)C1=C(C=C(C=C1)[N+](=O)[O-])C1=NC2=CC=CC=C2C(=N1)N (2-(4-methylpiperazin-1-yl)-5-nitrophenyl)quinazolin-4-amine